ClC=1C=C(C=C(C1)F)[C@@H]1[C@H](C1)C(=O)NC1=NC=NC(=C1)NCC=1N=C2N(C=C(C=C2)C2CC2)C1 |r| rac-(1S*,2S*)-2-(3-chloro-5-fluorophenyl)-N-(6-(((6-cyclopropyl-imidazo[1,2-a]pyridin-2-yl)methyl)amino)pyrimidin-4-yl)cyclopropane-1-carboxamide